C(C)OC1=NN(C=C1NC1=NC=C(C(=N1)C1=CNC2=C(C=CC=C12)NC([C@@H](C)N1CCN(CC1)CCOC)=O)F)C (2R)-N-(3-{2-[(3-ethoxy-1-methyl-1H-pyrazol-4-yl)amino]-5-fluoropyrimidin-4-yl}-1H-indol-7-yl)-2-[4-(2-methoxyethyl)piperazin-1-yl]propanamide